FC1=C(C=CC=C1C(F)(F)F)CC(=O)NC=1C=NC(=C(C1)F)N1N=C(N=C1)[C@@]1(S(CCC1)(=O)=O)C (R)-2-(2-fluoro-3-(trifluoromethyl)phenyl)-N-(5-fluoro-6-(3-(2-methyl-1,1-dioxidotetrahydrothiophen-2-yl)-1H-1,2,4-triazol-1-yl)pyridin-3-yl)acetamide